CC1=NC(=CC(=C1)C=1NC2=CC=C(C=C2C1C(C)C)C1CCN(CC1)CC(C=C)(O)C)C 1-(4-(2-(2,6-dimethylpyridin-4-yl)-3-isopropyl-1H-indol-5-yl)piperidin-1-yl)-2-methylbut-3-en-2-ol